4-((1R,5S)-3,8-diazabicyclo[3.2.1]octan-3-yl)-8-fluoro-2-(((S)-1-methylpyrrolidin-2-yl)methoxy)-7-(naphthalen-1-yl)quinazoline [C@H]12CN(C[C@H](CC1)N2)C2=NC(=NC1=C(C(=CC=C21)C2=CC=CC1=CC=CC=C21)F)OC[C@H]2N(CCC2)C